O=C1N(C(C2=CC=CC=C12)=O)C(C(=O)O)C 2-(1,3-dioxo-1,3-dihydro-2H-isoindol-2-yl)propanoic acid